2-(4-azidophenoxy)ethane N(=[N+]=[N-])C1=CC=C(OCC)C=C1